N-(1-cyclobutyl-1H-pyrazol-4-yl)-1-pyrimidin-2-yl-1H-pyrazole-3-carboxamide C1(CCC1)N1N=CC(=C1)NC(=O)C1=NN(C=C1)C1=NC=CC=N1